Hept-2-yl acetate C(C)(=O)OC(C)CCCCC